C12CC(CC(CC1)N2)OC2=CC1=C(N=CN=C1NC1=CC(=C(C=C1)OC1=CC=3N(C=C1)N=CN3)C)C=N2 6-((exo-8-Azabicyclo[3.2.1]octan-3-yl)oxy)-N-(4-([1,2,4]triazolo[1,5-a]pyridin-7-yloxy)-3-methylphenyl)pyrido[3,4-d]pyrimidin-4-amine